[Si]([O-])([O-])(O)O.[Na+].[Si](O)(O)(O)O.[Na+] sodium silicate Sodium Silicate